N-di-methylaminoethanolamine CN(NCCO)C